ClC1=CC(N(C1(O)C1=CC=C(C=C1)F)CC(C)C)=O 4-chloro-5-(4-fluorophenyl)-5-hydroxy-1-isobutyl-1,5-dihydro-pyrrol-2-one